5-chloro-2-(1-ethyl-4-piperidyl)-1,3-benzothiazole ClC=1C=CC2=C(N=C(S2)C2CCN(CC2)CC)C1